(diethylamino)propanoic acid C(C)N(CC)C(C(=O)O)C